BrC1=CC=C2CCN(CC2=C1C)C(=O)OC(C)(C)C tert-Butyl 7-bromo-8-methyl-3,4-dihydroisoquinoline-2(1H)-carboxylate